FC=1C=C2C(=CC=NC2=CC1)C1CCC(CC1)[C@@H](C)C=1OC(=NN1)C1=CC=C(C=C1)OC(C)C 2-((R)-1-((1s,4S)-4-(6-fluoroquinolin-4-yl)cyclohexyl)ethyl)-5-(4-isopropoxyphenyl)-1,3,4-oxadiazole